IC1C[C@H](N([C@H](C1)C)C(=O)OC(C)(C)C)C tert-butyl (2R,6S)-4-iodo-2,6-dimethyl-piperidine-1-carboxylate